tri-triazinyl-s-triazine N1=NN=C(C=C1)C1=NC(=NC(=N1)C1=NN=NC=C1)C1=NN=NC=C1